1-(2-amino-4-chloro-5-methylphenyl)-3-(2-fluorophenyl)urea NC1=C(C=C(C(=C1)Cl)C)NC(=O)NC1=C(C=CC=C1)F